2-(6-cyano-1-(2-(2-(cyclopropylmethoxy)phenyl)-2-((tetrahydro-2H-pyran-4-yl)oxy)ethyl)-5-methyl-2,4-dioxo-1,2-dihydrothieno[2,3-d]pyrimidin-3(4H)-yl)-2-methylpropanoic acid C(#N)C1=C(C2=C(N(C(N(C2=O)C(C(=O)O)(C)C)=O)CC(OC2CCOCC2)C2=C(C=CC=C2)OCC2CC2)S1)C